3-chloro-5-(2-fluorophenyl)-1H-pyrrole-3-carbaldehyde ClC1(CNC(=C1)C1=C(C=CC=C1)F)C=O